C(CCCCCCC)NC(OC1=CC(=C(C=C1)OC)C=1C=NC=C(C1)C1=NC=NN1)=O 3-(5-(1H-1,2,4-triazol-5-yl)pyridin-3-yl)-4-methoxyphenyl octylcarbamate